Glycerol carbon [C].OCC(O)CO